C1(CC1)N1C(C2=C(C=C1)NC(=C2C2=CC=CC=C2)C2=CC(=NC=C2)NC(C(CC(F)F)C2=CC=C(C=C2)F)=O)=O N-[4-(5-Cyclopropyl-4-oxo-3-phenyl-4,5-dihydro-1H-pyrrolo[3,2-c]pyridin-2-yl)pyridin-2-yl]-4,4-difluoro-2-(4-fluorophenyl)butanamid